(3,4-epoxycyclohexyl)ethyldimethoxysilane C1(CC2C(CC1)O2)CC[SiH](OC)OC